ClC1=C(C(=O)C2=C(C3CCC(C2=O)C3)SC3=CC=CC=C3)C=CC(=C1)S(=O)(=O)C 3-(2-chloro-4-methylsulfonylbenzoyl)-2-phenylthiobicyclo[3.2.1]oct-2-ene-4-one